C(C1=CC=CC=C1)OC1=CC=C(C=C1)C=1N=C(C2=C(N1)NC=C2)N2CCN(CC2)C2COC2 (4-(benzyloxy)phenyl)-4-(4-(oxetan-3-yl)piperazin-1-yl)-7H-pyrrolo[2,3-d]pyrimidine